2-(3-tert-butyl-2-hydroxy-5-methoxyphenyl)-2H-benzotriazole-5-carboxylic acid 2-methacryloyloxyethyl ester C(C(=C)C)(=O)OCCOC(=O)C1=CC=2C(=NN(N2)C2=C(C(=CC(=C2)OC)C(C)(C)C)O)C=C1